(1-(cyclopropylmethyl)-7-nitro-1H-indol-2-yl)methanol methyl-2-chloro-4-[[5-(2,3-difluoro-4-methoxy-phenyl)-1-methyl-imidazole-2-carbonyl]amino]benzoate CC=1C(=C(C(=O)OCC=2N(C3=C(C=CC=C3C2)[N+](=O)[O-])CC2CC2)C=CC1NC(=O)C=1N(C(=CN1)C1=C(C(=C(C=C1)OC)F)F)C)Cl